NC1=NC=C(C2=C1N=C(N=C2)C=2C=C(C=CC2)C#C[C@]2(C(N(CC2)C)=O)O)C=2C=NNC2 (R)-3-[2-[3-[8-Amino-5-(1H-pyrazol-4-yl)pyrido[3,4-d]pyrimidin-2-yl]phenyl]ethynyl]-3-hydroxy-1-methyl-pyrrolidin-2-one